(S)-N-(5-(5-(2-((tert-butyldiphenylsilyl)oxy)-3,3-difluoropropyl)-1,2,4-oxadiazol-3-yl)-2-methylphenyl)-6-(thiazol-4-yl)imidazo[1,2-a]pyridine-3-carboxamide [Si](C1=CC=CC=C1)(C1=CC=CC=C1)(C(C)(C)C)O[C@@H](CC1=NC(=NO1)C=1C=CC(=C(C1)NC(=O)C1=CN=C2N1C=C(C=C2)C=2N=CSC2)C)C(F)F